OC(C#N)(CCCC)O dihydroxyhexanenitrile